6α-chloro-17α,21-dihydroxypregna-1,4-diene Cl[C@H]1C[C@H]2[C@@H]3CC[C@](CCO)([C@]3(CC[C@@H]2[C@]2(C=CCC=C12)C)C)O